3-(N-(3,5-Bis((E)-3,4-dimethoxybenzylidene)-4-oxocyclohexyl)sulfamoyl)pyridin-1-ium trifluoroacetate FC(C(=O)[O-])(F)F.COC=1C=C(\C=C\2/CC(C\C(\C2=O)=C/C2=CC(=C(C=C2)OC)OC)NS(=O)(=O)C=2C=[NH+]C=CC2)C=CC1OC